3-(4-(4-((((1r,3r)-3-aminocyclobutyl)(methyl)amino)methyl)piperidin-1-yl)-3-fluorophenyl)piperidine-2,6-dione NC1CC(C1)N(C)CC1CCN(CC1)C1=C(C=C(C=C1)C1C(NC(CC1)=O)=O)F